2,3-difluoro-6-nitroanisole FC1=C(C(=CC=C1F)[N+](=O)[O-])OC